BrC1=CC=C(C=C1)[C@@H]1[C@H]([C@@H](CC(C1)=O)C(NC1=C(C=C(C=C1)C(F)(F)F)F)=O)C(=O)OCC1=CC=CC=C1 |&1:8| rac-benzyl (7R,2S,6R)-2-(4-bromophenyl)-6-((2-fluoro-4-(trifluoromethyl) phenyl) carbamoyl)-4-oxocyclohexane-1-carboxylate